ClC1=C(C(=CC=2C3=C(C=NC12)CN(C3CO)C(=O)OC(C)(C)C)OC)Cl tert-butyl 6,7-dichloro-1-(hydroxymethyl)-8-methoxy-1,3-dihydro-2H-pyrrolo[3,4-c]quinoline-2-carboxylate